(R)-2-chloro-N-(5-chloro-6-((R)-tetrahydrofuran-2-yl)pyridin-3-yl)-8-methyl-8-(trifluoromethyl)-7,8-dihydro-6H-pyrazolo[1,5-a]pyrrolo[2,3-e]pyrimidine-6-carboxamide ClC1=NN2C(N=CC3=C2[C@@](CN3C(=O)NC=3C=NC(=C(C3)Cl)[C@@H]3OCCC3)(C(F)(F)F)C)=C1